2'-chloro-5'-methoxy-6-(8-oxo-4,7-diazaspiro[2.5]oct-7-yl)-[4,4'-bipyridine] ClC1=NC=C(C(=C1)C1=CC=NC(=C1)N1CCNC2(CC2)C1=O)OC